5-((1-(1-Methyl-1H-pyrazol-4-yl)-1H-indazol-6-yl)oxy)-5,6,7,8-tetrahydroquinoline-2-carbonitrile CN1N=CC(=C1)N1N=CC2=CC=C(C=C12)OC1C=2C=CC(=NC2CCC1)C#N